ClC1=C(C(=NN1C1C(CN(CC1)C1COC1)F)C)[N+](=O)[O-] 4-(5-chloro-3-methyl-4-nitro-1H-pyrazol-1-yl)-3-fluoro-1-(oxetan-3-yl)piperidine